OC1(CN(C1)C(=O)OC(C)(C)C)CC(=O)N1CC=2N=C(N=C(C2C1)OC)C tert-Butyl 3-hydroxy-3-(2-(4-methoxy-2-methyl-5,7-dihydro-6H-pyrrolo[3,4-d]pyrimidin-6-yl)-2-oxoethyl)azetidine-1-carboxylate